C(C(=O)O)(=O)O.N1=C(N=CC=C1)N1CCN(CC1)CCCCC(=O)N1C2=C(CCC3=C1C=CC=C3)C=CC=C2 5-[4-(pyrimidin-2-yl)piperazin-1-yl]-1-[10,11-dihydro-5H-dibenzo[b,f]azepin-5-yl]pentan-1-one oxalate